N-(2',4',5'-trifluorobiphenyl-2-yl)-1,3-dimethyl-5-fluoropyrazol-4-ylcarboxamide FC1=C(C=C(C(=C1)F)F)C1=C(C=CC=C1)NC(=O)C=1C(=NN(C1F)C)C